cyclopropylpyrimidine-2,4(1H,3H)-dione C1(CC1)N1C(NC(C=C1)=O)=O